O[C@@H]1[C@H](O)[C@@H](O)[C@@H](O)[C@H](O1)C(=O)O alpha-d-galacturonic acid